ClC=1N=C(C2=C(N1)N(C=C2)[C@H]2[C@@H]([C@@H]([C@H](O2)COCP(O)(=O)OCC(F)(F)F)O)O)NC2CCCC2 [(2R,3S,4R,5R)-5-[2-chloro-4-(cyclopentyl-amino)pyrrolo[2,3-d]-pyrimidin-7-yl]-3,4-dihydroxy-tetrahydro-furan-2-yl]methoxy-methyl-(2,2,2-trifluoro-ethoxy)phosphinic acid